C(=O)(OCC1C2=CC=CC=C2C2=CC=CC=C12)C(C(=O)O)CCN Fmoc-4-Amino-butyric acid